C(C1=CC=CC=C1)(C1=CC=CC=C1)N1[C@H]([C@@H](C1)CS(=O)(=O)[O-])C (2S,3R)-1-benzhydryl-2-methylazetidin-3-ylmethylsulfonate